COC1=C(C=CC(=C1)C(F)(F)F)C=1N=NC(=C2C1C=NC=C2)N2CCNCC2 4-[2-methoxy-4-(trifluoromethyl)phenyl]-1-(piperazin-1-yl)pyrido[3,4-d]pyridazine